FC1=CC(=CC2=C1N=C(S2)C2CCNCC2)C2=CC1=CN(N=C1C(=C2)CN)C 1-{5-[4-Fluoro-2-(piperidin-4-yl)-1,3-benzothiazol-6-yl]-2-methyl-2H-indazol-7-yl}methanamin